4-bromo-3-chloro-2-fluorobenzoic acid BrC1=C(C(=C(C(=O)O)C=C1)F)Cl